(5Z)-5-[(1-phenylpyrazol-4-yl)methylene]thiazolidine-2,4-dione C1(=CC=CC=C1)N1N=CC(=C1)\C=C/1\C(NC(S1)=O)=O